FC1=C(C=CC(=C1)F)S(=O)(=O)NC=1C(=NC=C(C1)C=1C=CC=2N=CN=C(C2N1)C1CCN(CC1)C(\C=C\C(C)=O)=O)OC (E)-2,4-difluoro-N-(2-methoxy-5-(4-(1-(4-oxopent-2-enoyl)piperidin-4-yl)pyrido[3,2-d]pyrimidin-6-yl)pyridin-3-yl)benzenesulfonamide